[Si](C)(C)(C(C)(C)C)O[C@@H]1[C@H](CCCC1)NCC1=CC=NN1CC1CC1 (1S,2S)-2-((tert-butyldimethylsilyl)oxy)-N-((1-(cyclopropylmethyl)-1H-pyrazol-5-yl)methyl)cyclohexan-1-amine